(2S,3R)-2-(5-(tert-butoxycarbonyl)-1,6-dimethyl-3-oxo-2,5-diazaspiro[3.4]octan-2-yl)-3-hydroxybutanoic acid C(C)(C)(C)OC(=O)N1C2(C(N(C2C)[C@H](C(=O)O)[C@@H](C)O)=O)CCC1C